N-{2-[(α-L-fucopyranosyl)oxy]ethyl}acetamide [C@@H]1([C@@H](O)[C@H](O)[C@H](O)[C@@H](O1)C)OCCNC(C)=O